N1-(2,6-dimethoxyphenyl)-N2-((S)-4-methyl-1-oxo-1-(((S)-3-oxo-1-((S)-2-oxopyrrolidin-3-yl)-4-(trifluoromethoxy)butan-2-yl)amino)pentan-2-yl)oxalamide COC1=C(C(=CC=C1)OC)NC(C(=O)N[C@H](C(N[C@@H](C[C@H]1C(NCC1)=O)C(COC(F)(F)F)=O)=O)CC(C)C)=O